1-chloro-4-(2-(phenylsulfonyl)vinyl)benzene ClC1=CC=C(C=C1)C=CS(=O)(=O)C1=CC=CC=C1